12-oxo-6a,7,9,10-tetrahydro-12H-pyrazino[2,1-c]Pyrido[3,4-f][1,4]Oxazepin-8(6H)-carboxylic acid tert-butyl ester C(C)(C)(C)OC(=O)N1CC2COC3=C(C(N2CC1)=O)C=NC=C3